Cl.NC1[C@H]2CC3(CC(CC1C3)C2)O (1R,3R)-4-aminoadamantan-1-ol hydrochloride